CC=1C(=NC(=NC1C)NC1=CC=C(C=C1)N1CCN(CC1)C)NC1=CC(=CC=C1)S(NC(C)(C)C)(=O)=O 5,6-Dimethyl-N4-(3-[N-(1,1-dimethylethyl)sulfamoyl]phenyl)-N2-[4-(4-methylpiperazin-1-yl)phenyl]pyrimidine-2,4-diamine